tert-butyl 2-[1-[6-(methylamino)-5-nitro-2-pyridyl]-4-piperidyl]acetate CNC1=C(C=CC(=N1)N1CCC(CC1)CC(=O)OC(C)(C)C)[N+](=O)[O-]